1-(4-fluoro-2-methoxy-6-((4-methoxybenzyl)oxy)phenyl)ethan-1-one (4-Chloro-2-{4,4-dimethyl-9-oxo-1,10-diazatricyclo-[6.4.0.02,6]dodeca-2(6),7-dien-10-yl}pyridin-3-yl)methyl-Acetate ClC1=C(C(=NC=C1)N1C(C2=CC=3CC(CC3N2CC1)(C)C)=O)COC(C)=O.FC1=CC(=C(C(=C1)OCC1=CC=C(C=C1)OC)C(C)=O)OC